C1(CC1)N(C(OC(C)(C)C)=O)C1CCN(CC1)C=1C2=CN(N=C2C(=C(C1)C1CC1)C(NC1=CC2=CN(N=C2C=C1OC)C)=O)C tert-butyl N-cyclopropyl-N-[1-[6-cyclopropyl-7-[(6-methoxy-2-methyl-indazol-5-yl)carbamoyl]-2-methyl-indazol-4-yl]-4-piperidyl]carbamate